(S)-3-(4-((4-((4-(2-(1H-imidazol-1-yl)pyrimidin-4-yl)piperazin-1-yl)methyl)benzyl)oxy)-1-oxoisoindolin-2-yl)piperidine-2,6-dione N1(C=NC=C1)C1=NC=CC(=N1)N1CCN(CC1)CC1=CC=C(COC2=C3CN(C(C3=CC=C2)=O)[C@@H]2C(NC(CC2)=O)=O)C=C1